(R)-2-chloro-6-(3-((3-ethoxypyridin-2-yl)oxy)piperidin-1-yl)pyrazine ClC1=NC(=CN=C1)N1C[C@@H](CCC1)OC1=NC=CC=C1OCC